NC1=C2N=CN(C2=NC(=N1)C#CCO)C1CCC(CC1)C(=O)NC1=CC(=CC=C1)OC 4-[6-amino-2-(3-hydroxypropan-1-yn-1-yl)-9H-purin-9-yl]-N-(3-methoxyphenyl)cyclohexanecarboxamide